Methyl-((2S,E)-7-(dimethylamino)-1-((1-((2-methyl-6-neopentyl-9-(tetrahydro-2H-pyran-2-yl)-9H-purin-8-yl)methyl)-2-oxo-1,2-dihydropyridin-3-yl)amino)-1,7-dioxohept-5-en-2-yl)carbamat COC(N[C@H](C(=O)NC=1C(N(C=CC1)CC=1N(C2=NC(=NC(=C2N1)CC(C)(C)C)C)C1OCCCC1)=O)CC\C=C\C(=O)N(C)C)=O